1-(difluoromethoxy)-4,5-difluoro-2-nitrobenzene FC(OC1=C(C=C(C(=C1)F)F)[N+](=O)[O-])F